C(C)(C)(C)OC(N[C@@H](COC1=CC=2C=3C=C4C(=C(C3N(C2C=C1)C)C)C=CN=C4)C)=O (R)-tert-butyl(1-((5,6-dimethyl-6H-pyrido[4,3-b]carbazol-9-yl)oxy)propan-2-yl)carbamate